COC=1N=C2C(=CC(=NC2=CC1)C)O 6-methoxy-2-methyl-1,5-naphthyridin-4-ol